FC=1C=C(C(=NC1)NC1=CC(CC(C1)(C)C)=O)C(=C)C1=CC=CC=C1 3-[[5-fluoro-3-(1-phenylvinyl)-2-pyridyl]amino]-5,5-dimethyl-cyclohex-2-en-1-one